[Si](C1=CC=CC=C1)(C1=CC=CC=C1)(C(C)(C)C)OCC1CCC(CC1)OCCN 2-[4-[[Tert-butyl(diphenyl)silyl]oxymethyl]cyclohexoxy]ethanamine